(2R,3R,4S,5R)-4-[[3-(3-Methoxy-2-methyl-4-pyridyl)-4,5-dimethyl-5-(trifluoromethyl)tetrahydrofuran-2-carbonyl]amino]pyridin-2-carboxamid COC=1C(=NC=CC1[C@@H]1[C@@H](O[C@]([C@H]1C)(C(F)(F)F)C)C(=O)NC1=CC(=NC=C1)C(=O)N)C